7-bromo-4-((4-fluorophenyl)sulfonyl)quinoline-1(2H)-carboxylic acid tert-butyl ester C(C)(C)(C)OC(=O)N1CC=C(C2=CC=C(C=C12)Br)S(=O)(=O)C1=CC=C(C=C1)F